[Al].[Na].ClC1=CC=C(OCC(=O)NC23CC(C2)(C3)NC3=NOC(=C3)C3=CC=C(C=C3)Cl)C=C1 2-(4-chlorophenoxy)-N-(3-{[5-(4-chlorophenyl)-1,2-oxazol-3-yl]amino}bicyclo[1.1.1]pent-1-yl)acetamide NATRIUM-ALUMINIUM